ClC=1C(NN=CC1N1CC=2N(CC1)C(=CN2)C(C2=C(C=C(C=C2)F)C(F)(F)F)=O)=O 4-chloro-5-(3-(4-fluoro-2-(trifluoromethyl)benzoyl)-5,6-dihydroimidazo[1,2-a]pyrazin-7(8H)-yl)pyridazin-3(2H)-one